CC(=O)OCCS 2-(methylcarbonyloxy)ethanethiol